CC1=NC(=NO1)N1[C@H](CNCC1)C 5-methyl-3-[(2S)-2-methylpiperazin-1-yl]-1,2,4-oxadiazole